CN1C(C2(N3N=CC=C31)CCCCC2)=O methyl-spiro[cyclohexane-1,3'-imidazo[1,2-b]pyrazol]-2'(1'H)-one